ClC=1C=C(C=CC1N[C@@H](CO)C1=CC=CC=C1)S(=O)(=O)N(C=1SC=CN1)CC1=C(C=C(C=C1)OC)OC (R)-3-chloro-N-(2,4-dimethoxybenzyl)-4-((2-hydroxy-1-phenylethyl)amino)-N-(thiazol-2-yl)benzenesulfonamide